C1(CC1)C1=C(C(=NO1)C1=C(C=CC=C1Cl)Cl)COC1=CC=C2C(=N1)CCC1=C(O2)C=C(C=C1F)C(=O)O 2-((5-cyclopropyl-3-(2,6-dichlorophenyl)isoxazol-4-yl)methoxy)-9-fluoro-10,11-dihydrobenzo[6,7]oxepino[3,2-b]pyridine-7-carboxylic acid